COC1=NC(=CC=C1NC(=O)C=1C(=NOC1C)C1=CC=CC=C1)C1=CC2=C(NC(N2C)=O)C=C1 N-(2-Methoxy-6-(3-methyl-2-oxo-2,3-dihydro-1H-benzo[d]imidazol-5-yl)pyridin-3-yl)-5-methyl-3-phenylisoxazole-4-carboxamide